COC1=CC=C(C=C1)C=1CC=C(C2CN(CC12)S(=O)(=O)C1=CC=C(C)C=C1)CO (7-(4-methoxyphenyl)-2-tosyl-2,3,3a,6-tetrahydro-1H-isoindol-4-yl)methanol